ethyl 1-(2-aminoethyl)-6,7-dichloro-3-(1H-pyrazol-4-yl)indole-2-carboxylate NCCN1C(=C(C2=CC=C(C(=C12)Cl)Cl)C=1C=NNC1)C(=O)OCC